NC=1SC2=C(N1)C=CC(=C2)NC(C)=O N-(2-aminobenzothiazole-6-yl)-acetamide